COC(COCCOCCN)OC 2-(2-(2,2-dimethoxyethoxy)ethoxy)ethan-1-amine